ClC1=C(C(=CC(=C1)F)Cl)C1=CC=NC2=CC(=CC=C12)O[C@@H](C(=O)N1CCOCC1)C (2R)-2-[[4-(2,6-Dichloro-4-fluoro-phenyl)-7-quinolyl]oxy]-1-morpholino-propan-1-on